NC[C@@H]1[C@@H]([C@@H]2CN(C[C@H]([C@H](CN12)OC)OC)C(=O)NC1=CC=C(C=C1)OC)C1=CC=C(C=C1)Br (3S,4R,8R,9S,10S)-10-(aminomethyl)-9-(4-bromophenyl)-3,4-dimethoxy-N-(4-methoxyphenyl)-1,6-diazabicyclo[6.2.0]decane-6-carboxamide